C(C)(C)(C)NC(CO)C 2-tert-butylamino-1-propanol